benzoic acid ethyl ester (ethyl benzoate) C(C)C1=C(C(=O)O)C=CC=C1.C(C)OC(C1=CC=CC=C1)=O